BrC=1C=NC=C(C1C(C)F)F 3-bromo-5-fluoro-4-(1-fluoroethyl)pyridine